N-(5-chloro-6-(difluoromethoxy)pyridin-3-yl)-1-(isoquinolin-4-yl)-5-(trifluoromethyl)-1H-pyrazole-4-carboxamide ClC=1C=C(C=NC1OC(F)F)NC(=O)C=1C=NN(C1C(F)(F)F)C1=CN=CC2=CC=CC=C12